ClC1=C(C=CC=C1C1=NC=NC(=C1OC)C1=CC(=C(C=C1)CN1CC2(C1)NC(CC2)=O)OC)C2=CC=C(C(=N2)OC)CN2CC1(C2)NC(CC1)=O 2-((6-(2-Chloro-3-(5-methoxy-6-(3-methoxy-4-((6-oxo-2,5-diazaspiro[3.4]octan-2-yl)methyl)phenyl)pyrimidin-4-yl)phenyl)-2-methoxypyridin-3-yl)methyl)-2,5-diazaspiro[3.4]octan-6-one